NC1=CC(=NN1C1=NC2=CC=C(C=C2C(N1)=O)Cl)C (5-amino-3-methyl-1H-pyrazol-1-yl)-6-chloroquinazolin-4(3H)-one